(4-Chlorophenyl)(5-chloropyridin-2-yl)methanol ClC1=CC=C(C=C1)C(O)C1=NC=C(C=C1)Cl